(1R)-1-[4-ethoxy-3-(1-methylpyrazol-4-yl)phenyl]ethanamine C(C)OC1=C(C=C(C=C1)[C@@H](C)N)C=1C=NN(C1)C